2-Azidoethyl α-D-mannopyranoside O([C@@H]1[C@@H](O)[C@@H](O)[C@H](O)[C@H](O1)CO)CCN=[N+]=[N-]